1-(2-bromo-ethyl)-4-methyl-benzene BrCCC1=CC=C(C=C1)C